LITHIUM-COBALT [Co].[Li]